tert-butyl 4-{2-[4,7-difluoro-3,3-dimethyl-2-oxo-5-(trifluoromethyl)indol-1-yl]acetamido}-3-methylpentanoate FC1=C2C(C(N(C2=C(C=C1C(F)(F)F)F)CC(=O)NC(C(CC(=O)OC(C)(C)C)C)C)=O)(C)C